2-(3-amino-5-chloro-4-oxopentyl)-2,4-dihydro-3H-1,2,4-triazol-3-one NC(CCN1N=CNC1=O)C(CCl)=O